P(=O)([O-])([O-])[O-].[Ca+2].[Zn+2].[Mg+2].[Li+] lithium magnesium zinc calcium phosphate